C(C)(=O)OCC(OC(C)=O)COC(C)=O Glycerol tri-acetate